2-(2-(2-(2-azidoethoxy)ethoxy)ethoxy)-ethan-1-amine N(=[N+]=[N-])CCOCCOCCOCCN